tri-(2-octyl)phosphine tert-butyl-(3S,4R)-3-fluoro-4-(methoxy-d3)piperidine-1-carboxylate C(C)(C)(C)OC(=O)N1C[C@@H]([C@@H](CC1)OC([2H])([2H])[2H])F.CC(CCCCCC)P(C(C)CCCCCC)C(C)CCCCCC